CC1=C(C=2N(C=C1C=1NC3=CC=C(C=C3C1C(C)C)C1CC3C(CN(C3)CC(=O)NC)C1)N=CN2)C 2-(5-(2-(7,8-dimethyl-[1,2,4]triazolo[1,5-a]pyridin-6-yl)-3-isopropyl-1H-indol-5-yl)hexahydrocyclopenta[c]pyrrol-2(1H)-yl)-N-methylacetamide